COC1=CC(=C(C=C1C(=O)N1CCN(CC1)C(C=C)=O)SC1=CN=C(S1)NC(C1=CC=C(C=C1)N1CCNCC1)=O)C N-[5-[4-methoxy-2-methyl-5-(4-prop-2-enoylpiperazine-1-carbonyl)phenyl]sulfanylthiazol-2-yl]-4-piperazin-1-yl-benzamide